C1(CC1)C1=C(C(=NO1)C1=C(C=CC=C1Cl)Cl)CO[C@H]1[C@@H]2C(N([C@H](C1)C2)C=2C(=C(C(=O)NS(=O)(=O)[C@H]1[C@@H](CCC1)O)C=CC2)F)=O [(1S,4R,5R)-5-{[5-cyclopropyl-3-(2,6-dichlorophenyl)-1,2-oxazol-4-yl]methoxy}-3-oxo-2-azabicyclo[2.2.1]heptan-2-yl]-2-fluoro-N-{[(1R,2R)-2-hydroxycyclopentyl]sulfonyl}benzamide